tris-(2,5-di-tert-butylphenyl)-phosphate C(C)(C)(C)C1=C(C=C(C=C1)C(C)(C)C)OP(=O)(OC1=C(C=CC(=C1)C(C)(C)C)C(C)(C)C)OC1=C(C=CC(=C1)C(C)(C)C)C(C)(C)C